OC1(CC(C1)C(=O)N1CC2(C1)C[C@@H](CC2)C2=CC(=CC=C2)C(F)(F)F)C |r| (rac)-((1s,3s)-3-hydroxy-3-methylcyclobutyl)(6-(3-(trifluoromethyl)phenyl)-2-azaspiro[3.4]octan-2-yl)methanone